C(C)(C)(C)OC(=O)O[C@@H]1[C@H]([C@H](N(C1)C(=O)OC(C)(C)C)CC1=CC=C(C=C1)OC(F)F)O tert-butyl (2R,3S,4S)-4-[(tert-butoxycarbonyl)oxy]-2-{[4-(difluoromethoxy)phenyl]methyl}-3-hydroxypyrrolidine-1-carboxylate